8-[(1S,2S,4R)-bicyclo[2.2.1]heptan-2-yl]-2-(methylsulfanyl)pyrido[2,3-d]pyrimidin-7-one [C@H]12[C@H](C[C@H](CC1)C2)N2C(C=CC1=C2N=C(N=C1)SC)=O